6-((3-(4-aminophenyl)-[1,2,4]triazolo[4,3-a]pyridin-6-yl)sulfonyl)-4-((3-methoxyphenyl)amino)-8-methylquinoline-3-carboxamide NC1=CC=C(C=C1)C1=NN=C2N1C=C(C=C2)S(=O)(=O)C=2C=C1C(=C(C=NC1=C(C2)C)C(=O)N)NC2=CC(=CC=C2)OC